3-Methylazetidine-1-carboxylic acid tert-butyl ester C(C)(C)(C)OC(=O)N1CC(C1)C